(2R,4R)-4-amino-2-methylpiperidine-1-carboxylic acid tert-butyl ester C(C)(C)(C)OC(=O)N1[C@@H](C[C@@H](CC1)N)C